C(CCC)NC=1C2=C(N=C(N1)N)C=NN2CC2=C(C=CC(=C2)CN2CCN(CC2)C)OC N7-butyl-1-({2-methoxy-5-[(4-methylpiperazin-1-yl)methyl]phenyl}methyl)-1H-pyrazolo[4,3-d]pyrimidine-5,7-diamine